F[C@@H]1[C@@H](C1)C(=O)NC1=CC=C2C(=N1)NC=C2C=2C=C1C(=NC2OC)NC=N1 (1S,2S)-2-fluoro-N-(3-[5-methoxy-3H-imidazo[4,5-b]pyridin-6-yl]-1H-pyrrolo[2,3-b]pyridin-6-yl)cyclopropane-1-carboxamide